1-(4-((2-cycloheptyl-5-oxo-5,6-dihydropyrimido[4,5-d]pyridazin-4-yl)amino)phenyl)piperidine-4-carboxylic acid C1(CCCCCC1)C=1N=C(C2=C(C=NNC2=O)N1)NC1=CC=C(C=C1)N1CCC(CC1)C(=O)O